(S)-2-isocyanato-3-tert-butoxypropionate N(=C=O)[C@H](C(=O)[O-])COC(C)(C)C